[Cl-].C(CCCCC)[N+]1(CCCCC1)CC 1-Hexyl-1-ethylpiperidinium chlorid